(2R,8aS)-2-(2,3-dichloro-6-hydroxyphenyl)-7-(hydroxymethyl)hexahydroindolizin-5(1H)-one ClC1=C(C(=CC=C1Cl)O)[C@H]1C[C@H]2CC(CC(N2C1)=O)CO